ClC1=CC(=C(C=C1)NC(=O)N1C2CCC1CC=1C(=NC=CC12)F)F N-(4-chloro-2-fluorophenyl)-1-fluoro-6,7,8,9-tetrahydro-5H-5,8-epiminocyclohepta[c]-pyridine-10-carboxamide